6-(4-((Boc)amino)-4-methylpiperidin-1-yl)-3-(2,3-dichlorophenyl)-5-vinyl-1H-pyrazolo[3,4-b]Pyrazine-1-carboxylic acid tert-butyl ester C(C)(C)(C)OC(=O)N1N=C(C=2C1=NC(=C(N2)C=C)N2CCC(CC2)(C)NC(=O)OC(C)(C)C)C2=C(C(=CC=C2)Cl)Cl